Cl.FC(C1=CC2=C(N=C(S2)[C@@H]2C[C@H](CN2)O)C=C1)(F)F (3r,5s)-5-(6-(trifluoromethyl)benzo[d]thiazol-2-yl)pyrrolidin-3-ol hydrochloride